CN(C1=NC=CC=C1CNC1=NC(=NC=C1C(F)(F)F)NC=1C=CC(=NC1)NC(C)=O)S(=O)(=O)C N-[5-({4-[({2-[methyl(methylsulfonyl)amino]pyridin-3-yl}methyl)amino]-5-(trifluoromethyl)pyrimidin-2-yl}amino)pyridin-2-yl]acetamide